COC1=C(C=CC=C1)[C@H]1[C@@H](C12C(C1=CC=CC=C1C2=O)=O)C(=O)OCC ethyl (2S,3R)-3-(2-methoxyphenyl)-1',3'-dioxo-1',3'-dihydrospiro[cyclopropane-1,2'-indene]-2-carboxylate